The molecule is a pyridopyrimidine that is used (as its dimethyl sulfoxide addition compound) for the treatment of patients with unresectable or metastatic melanoma with BRAF V600E or V600K mutations, and who have not received prior BRAF inhibitor treatment. It has a role as an EC 2.7.11.24 (mitogen-activated protein kinase) inhibitor, an antineoplastic agent and an anticoronaviral agent. It is a pyridopyrimidine, an organofluorine compound, an organoiodine compound, a member of acetamides, a ring assembly, a member of cyclopropanes and an aromatic amine. CC1=C2C(=C(N(C1=O)C)NC3=C(C=C(C=C3)I)F)C(=O)N(C(=O)N2C4=CC=CC(=C4)NC(=O)C)C5CC5